1,1,3-trichloro-2,3,3-trifluoroepoxypropane ClC1(C(C(F)(F)Cl)(O1)F)Cl